2-Fluoro-2-(4-(1-(4-(trifluoromethoxy)phenyl)-1H-1,2,4-triazol-3-yl)phenyl)ethyl (Z)-(3-(4-methoxy-2-methylphenyl)-4-oxothiazolidin-2-ylidene)carbamate COC1=CC(=C(C=C1)N1/C(/SCC1=O)=N/C(OCC(C1=CC=C(C=C1)C1=NN(C=N1)C1=CC=C(C=C1)OC(F)(F)F)F)=O)C